{4-[(4-{5-[3-Fluoro-5-(trifluoromethyl)phenyl]-7-[{[1-(methoxymethyl)cyclobutyl]methyl}(methyl)amino]-1H-imidazo[4,5-b]pyridin-2-yl}phenyl)methyl]piperazin-1-yl}acetic acid FC=1C=C(C=C(C1)C(F)(F)F)C1=CC(=C2C(=N1)N=C(N2)C2=CC=C(C=C2)CN2CCN(CC2)CC(=O)O)N(C)CC2(CCC2)COC